2-[4-(1,5-Dimethyl-6-oxo-1,6-dihydro-pyridin-3-yl)-pyrazol-1-yl]-4-phenoxy-benzoic acid CN1C=C(C=C(C1=O)C)C=1C=NN(C1)C1=C(C(=O)O)C=CC(=C1)OC1=CC=CC=C1